C1(CC1)C1=C(C(=NO1)C1=C(C=CC=C1)OC(F)(F)F)COC1=CC=C2C(=N1)CCC1=C(O2)C=C(C=C1)C(=O)O 2-((5-cyclopropyl-3-(2-(trifluoromethoxy)phenyl)isoxazol-4-yl)methoxy)-10,11-dihydrobenzo[6,7]oxepino[3,2-b]pyridine-7-carboxylic acid